FC(C1=NN=C(S1)C1=NC(=NC2=C(C=C(C=C12)S(NC1(CC1)C)(=O)=O)C=1CCN(CC1)C(=O)N(C)C)C)F 4-(4-(5-(difluoromethyl)-1,3,4-thiadiazol-2-yl)-2-methyl-6-(N-(1-methylcyclopropyl)sulfamoyl)quinazolin-8-yl)-N,N-dimethyl-3,6-dihydropyridine-1(2H)-carboxamide